(Z)-3-(4-cyclohexyl)-3,4-dihydroisoquinolin C1CCC(CC1)C1N=CC2=CC=CC=C2C1